BrC=1C=C(C(=NC1)I)\C=C\C1=CC=CC=C1 (E)-5-bromo-2-iodo-3-styrylpyridine